4-((1'-(4-aminophenyl)-[1,3'-biazetidin]-3-yl)amino)-2-(2,6-dioxopiperidin-3-yl)isoindoline-1,3-dione NC1=CC=C(C=C1)N1CC(C1)N1CC(C1)NC1=C2C(N(C(C2=CC=C1)=O)C1C(NC(CC1)=O)=O)=O